1,5,6,7-tetrahydroindol-4-one N1C=CC=2C(CCCC12)=O